[Ti].[Zr].[Sn].[Nb].[Zn].[Nb] niobium-zinc-niobium-tin-zirconium-titanium